(R)-1-chloro-3-(4-(2-(4-((R)-2-hydroxy-3-(5-(hydroxymethyl)-4-iodo-1H-1,2,3-triazol-1-yl)propoxy)phenyl)propan-2-yl)phenoxy)propan-2-ol ClC[C@@H](COC1=CC=C(C=C1)C(C)(C)C1=CC=C(C=C1)OC[C@@H](CN1N=NC(=C1CO)I)O)O